BrC1=C(C(=CC(=C1)S(=O)(=O)CC(C)(C)C)C)OCOC 1-Bromo-5-(2,2-dimethylpropylsulfonyl)-2-(methoxymethoxy)-3-methylbenzene